CC1(COCC1)NC(O[C@H]1C[C@H](CC1)C1=CC(=NN1)NC(CC1=CC=C(C=C1)OC)=O)=O (1R,3S)-3-(3-{[(4-methoxyphenyl)acetyl]amino}-1H-pyrazol-5-yl)cyclopentyl [(3ξ)-3-methyltetrahydrofuran-3-yl]carbamate